C=CCCCCCCC non-ene